CC1=C(C(=O)P(C2=CC=CC=C2)(OCC)=O)C(=CC(=C1)C)C 2,4,6-trimethyl-benzoyl-ethoxyphenyl-phosphine oxide